(R)-2-(methoxy-d3)propyl methanesulfonate CS(=O)(=O)OC[C@@H](C)OC([2H])([2H])[2H]